C(C)(C)(C)OOC methoxy t-butyl ether